[Na+].C([C@@H](O)CC(=O)[O-])(=O)[O-].[Na+] L-malic acid sodium salt